ClC1=NC=C(C(=N1)N1C[C@H]2[C@](C1)(CN(C2)C(=O)OC(C)(C)C)C)Cl Tert-butyl trans-5-(2,5-dichloropyrimidin-4-yl)-3a-methylhexahydropyrrolo[3,4-c]pyrrole-2(1H)-carboxylate